C1(CC1)N1N=C(C(=C1)C(=O)O)C(F)F cyclopropyl-3-(difluoromethyl)-1H-pyrazole-4-carboxylic acid